4'-{[1-(4-methoxybenzoyl)-3-(2,2,2-trifluoro-1-hydroxyethyl)pyrrolidin-3-yl]methoxy}-[1,1'-biphenyl]-4-carbonitrile COC1=CC=C(C(=O)N2CC(CC2)(C(C(F)(F)F)O)COC2=CC=C(C=C2)C2=CC=C(C=C2)C#N)C=C1